C(=CC)C(C(=O)O)C(O)(C(=O)O)CC(=O)O propenyl-citric acid